sodium p-chlorobenzenesulfinate ClC1=CC=C(C=C1)S(=O)[O-].[Na+]